C[C@@]12CN(CC[C@@H]1CN(C2)C#N)C=2C1=C(N=CN2)NC=C1 (3aS,7aS)-3a-methyl-5-(7H-pyrrolo[2,3-d]pyrimidin-4-yl)-1,3,4,6,7,7a-hexahydropyrrolo[3,4-c]pyridine-2-carbonitrile